CC(C=C[Ti+])=CC 3-methyl-1,3-pentadienyl-titanium (II)